2-((6-(4-acetylpiperazin-1-yl)-2-methoxypyridin-3-yl)amino)-5-chloropyrimidine C(C)(=O)N1CCN(CC1)C1=CC=C(C(=N1)OC)NC1=NC=C(C=N1)Cl